CN1C(N(C2=NC(=NC=C12)NC=1C=NC(=CC1C)C=1SC(=CC1)C)C1CCOCC1)=O 7-methyl-2-((4-methyl-6-(5-methylthiophen-2-yl)pyridin-3-yl)amino)-9-(tetrahydro-2H-pyran-4-yl)-7,9-dihydro-8H-purin-8-one